O(C1=CC=CC=C1)C1=NC=CC(=N1)N 2-phenoxypyrimidin-4-amine